5-Methyl-N-(chinolin-2-yl)-1-(o-tolyl)-1H-1,2,3-triazol-4-carboxamid CC1=C(N=NN1C1=C(C=CC=C1)C)C(=O)NC1=NC2=CC=CC=C2C=C1